4-(1-Acryloylpiperidin-3-yl)-6,7,8,9-tetrahydro-5H-pyrido[3,4-b]indole C(C=C)(=O)N1CC(CCC1)C1=CN=CC=2NC=3CCCCC3C21